1-[6-(4-tert-Butyl-1H-imidazol-2-yl)pyridine-2-yl]-4-(1-tert-butylpiperidin-4-yl)-1,4-diazepane C(C)(C)(C)C=1N=C(NC1)C1=CC=CC(=N1)N1CCN(CCC1)C1CCN(CC1)C(C)(C)C